3-bromo-6-nitrodibenzo[b,d]thiophene 5,5-dioxide BrC=1C=CC2=C(S(C3=C2C=CC=C3[N+](=O)[O-])(=O)=O)C1